C(C)OC(=O)C1=NN(C(=C1)C(=O)OCC)CCCCC(=O)OCC (5-ethoxy-5-oxopentyl)-1H-pyrazole-3,5-dicarboxylic acid diethyl ester